(2E)-1-[2-(4-chlorophenyl)-3-(pyridin-4-yl)-6,7-dihydropyrazolo[1,5-a]pyrazin-5(4H)-yl]-4-(4-methylpiperazin-1-yl)but-2-en-1-one ClC1=CC=C(C=C1)C1=NN2C(CN(CC2)C(\C=C\CN2CCN(CC2)C)=O)=C1C1=CC=NC=C1